FC1=C(OC2=CC3=C(N=C(N=C3)NC3=CCS(C=C3)=O)N(C2=O)C)C=CC(=C1)F 6-(2,4-difluorophenoxy)-8-methyl-2-[(1-oxo-2H-thiopyran-4-yl)amino]pyrido[2,3-d]pyrimidin-7(8H)-one